3-((3-(2-aminoethyl)-5-fluorophenyl)amino)-5,6-dimethylpyrazine-2-carboxamide NCCC=1C=C(C=C(C1)F)NC=1C(=NC(=C(N1)C)C)C(=O)N